3-(10-(3',4',5'-triphenyl-[1,1':2',1''-terphenyl]-3-yl)anthracen-9-yl)benzonitrile C1(=CC=CC=C1)C1=C(C(=CC(=C1C1=CC=CC=C1)C1=CC=CC=C1)C1=CC(=CC=C1)C1=C2C=CC=CC2=C(C2=CC=CC=C12)C=1C=C(C#N)C=CC1)C1=CC=CC=C1